C(C)=N Ethan-1-imine